ethyl-4-(2,2,3-trimethylcyclopent-3-en-1-yl)pent-2-enoate C(C)OC(C=CC(C)C1C(C(=CC1)C)(C)C)=O